NC1=NC(=CC(=N1)N1CCC2(CCCC(N2C2=CC(=C(C=C2)F)F)=O)CC1)OC(C)C 9-(2-amino-6-isopropoxypyrimidin-4-yl)-1-(3,4-difluorophenyl)-1,9-diazaspiro[5.5]undecan-2-one